C(#N)C=1C=C2CC[C@@H](C2=CC1)NC(=O)C1=CC2=C(N=C(S2)N2CCNCC2)C=C1 (S)-N-(5-cyano-2,3-dihydro-1H-inden-1-yl)-2-(piperazin-1-yl)-benzo[d]thiazole-6-carboxamide